1-((2-((2-methoxy-4-(1-methyl-1H-pyrazol-4-yl)phenyl)amino)pyrido[3,4-d]pyrimidin-8-yl)amino)-2-methylpropan-2-ol COC1=C(C=CC(=C1)C=1C=NN(C1)C)NC=1N=CC2=C(N1)C(=NC=C2)NCC(C)(O)C